O=C1NC(CCC1N1C(C2=CC=CC(=C2C1=O)N[C@H](C)C1=CC(=C(C=C1)F)OC)=O)=O 2-(2,6-dioxopiperidin-3-yl)-4-(((R)-1-(4-fluoro-3-methoxyphenyl)ethyl)amino)isoindoline-1,3-dione